7-(chloromethyl)-1-benzothiophene ClCC1=CC=CC=2C=CSC21